OC(C(=O)O)CC1=CC=CC=C1 hydroxy-3-phenylpropionic acid